BrC1=C(C(=CC(=C1)CBr)F)OC 1-bromo-5-(bromomethyl)-3-fluoro-2-methoxybenzene